Methacryloxypropyltriethoxysilane C(C(=C)C)(=O)OCCC[Si](OCC)(OCC)OCC